N-(cis-1-(cyclopropylsulfonyl)-2-(((cis-4-isopropylcyclohexyl)oxy)methyl)-piperidin-3-yl)methanesulfonamide C1(CC1)S(=O)(=O)N1[C@H]([C@H](CCC1)NS(=O)(=O)C)CO[C@@H]1CC[C@@H](CC1)C(C)C